C(C)(C)(C)OC(=O)[C@H]1CN(CC1)CC=1C=C(C(=C(C(=O)O)C1)O)[N+](=O)[O-] (R)-5-((3-(tert-butoxycarbonyl)pyrrolidin-1-yl)methyl)-2-hydroxy-3-nitrobenzoic acid